1-benzyl-3-(1-(5-(5-methyl-4-(2-oxo-2,3-dihydrobenzo[d]oxazol-5-ylamino)pyrimidin-2-ylamino)pyridin-2-yl)pyrrolidin-3-yl)urea C(C1=CC=CC=C1)NC(=O)NC1CN(CC1)C1=NC=C(C=C1)NC1=NC=C(C(=N1)NC=1C=CC2=C(NC(O2)=O)C1)C